OC(C)(C)C1=CC=C(C=C1)C(C)(C)O 1,4-bis(α-hydroxyisopropyl)benzene